2-Methyl-1,4-cycloheptandiol CC1C(CCCC(C1)O)O